CNC1=CC=CC=C1 METHYLANILINE